OC1=C(C=2N(C=C1)N=CC2C2CCC1(CN(C1)C(=O)OC(C)(C)C)CC2)OC tert-butyl 7-(5-hydroxy-4-methoxypyrazolo[1,5-a]pyridine-3-yl)-2-azaspiro[3.5]Nonan-2-carboxylate